N-(3-((6-(4H-1,2,4-triazol-4-yl)-1H-indazol-4-yl)amino)propyl)-3-((3-chloro-5-(hydroxymethyl)benzyl)amino)propanamide N=1N=CN(C1)C1=CC(=C2C=NNC2=C1)NCCCNC(CCNCC1=CC(=CC(=C1)CO)Cl)=O